1-(3-fluoro-4-pyridyl)-methyl-ethanamine FC=1C=NC=CC1C(C)(N)C